Cl.N[C@H](C(=O)NC1=NC=CC(=C1)[C@@H](COC)N1C(N[C@@H](C1)C(F)(F)F)=O)COC(C(F)(F)F)(C)C (S)-2-amino-N-(4-((S)-2-methoxy-1-((S)-2-oxo-4-(trifluoromethyl)imidazolidin-1-yl)ethyl)pyridin-2-yl)-3-((1,1,1-trifluoro-2-methylpropan-2-yl)oxy)propanamide hydrochloride